1,3-dimethoxy-5-(trifluoromethyl)benzene COC1=CC(=CC(=C1)C(F)(F)F)OC